FC=1C=C(CNC(=O)NC=2SC=C(N2)C(C)(C)C2=CC=C(C=C2)OC)C=CC1C1CCNCC1 1-(3-fluoro-4-(piperidin-4-yl)benzyl)-3-(4-(2-(4-meth-oxyphenyl)propan-2-yl)-thiazol-2-yl)urea